BrC=1C(N(C(N(C1C)CC(=O)[O-])=O)[C@H](CO)C)=O [5-bromo-3-((S)-2-hydroxy-1-methylethyl) Methyl-2,4-dioxo-3,4-dihydro-2H-pyrimidin-1-yl]-acetate